N-(4-((4-(3,5-dichlorophenyl)-4-hydroxypiperidin-1-yl)sulfonyl)phenyl)-2-(N-methylmethylsulfonamido)benzamide ClC=1C=C(C=C(C1)Cl)C1(CCN(CC1)S(=O)(=O)C1=CC=C(C=C1)NC(C1=C(C=CC=C1)N(S(=O)(=O)C)C)=O)O